2-(5-((5-chloro-2-((3s,5r)-4,4-difluoro-3,5-dimethylpiperidin-1-yl)pyrimidin-4-yl)amino)-3-(3-hydroxy-3-methylbutyl)-2-oxo-2,3-dihydro-1H-benzo[d]imidazol-1-yl)acetaldehyde ClC=1C(=NC(=NC1)N1C[C@@H](C([C@@H](C1)C)(F)F)C)NC1=CC2=C(N(C(N2CCC(C)(C)O)=O)CC=O)C=C1